CC(C#CN)C Dimethyl-propyneamine